(3S,4R)-4-((4-(3-(1-azidoethyl)-4-isopropylquinolin-6-yl)-5-fluoropyrimidin-2-yl)amino)tetrahydro-2H-pyran-3-ol N(=[N+]=[N-])C(C)C=1C=NC2=CC=C(C=C2C1C(C)C)C1=NC(=NC=C1F)N[C@H]1[C@@H](COCC1)O